(1S)-1-[4-(4-fluoro-2-methylpyrazol-3-yl)phenyl]ethanamine hydrochloride Cl.FC1=C(N(N=C1)C)C1=CC=C(C=C1)[C@H](C)N